tris(E-hydroxy-ethyl)amine OCCN(CCO)CCO